((1r,3r,5r,7r)-adamantane-2,2-diyl)dimethanol C12C(C3CC(CC(C1)C3)C2)(CO)CO